FC(C1=CC=C(C=C1)C(NC(=O)[C@@H]1CNC(C1)=O)C1=CC=C(C=C1)C(F)(F)F)(F)F (S)-N-(bis(4-(trifluoromethyl)phenyl)methyl)-5-oxopyrrolidine-3-carboxamide